4-pentoxybiphenyl-boric acid B(O)(O)O.C(CCCC)OC1=CC=C(C=C1)C1=CC=CC=C1